C(C)(C)(CC(C)(C)C)OO tert-octyl hydroperoxide